FC(OC1=CC2=C(N=C(O2)C=2C(=C(C=CC2)C2=C(C(=CC=C2)C=2OC3=C(N2)C=C(C=C3C(F)(F)F)CO)C)C)C=C1CN1[C@@H](CCC1)C(=O)OC)F methyl ((6-(difluoromethoxy)-2-(3'-(5-(hydroxymethyl)-7-(trifluoromethyl) benzo[d]oxazol-2-yl)-2,2'-dimethyl-[1,1'-biphenyl]-3-yl) benzo[d]oxazol-5-yl) methyl)-L-prolinate